(S)-(3-(dimethylamino)azetidin-1-yl)(2-(6-(2-ethyl-5-fluoro-4-hydroxyphenyl)-1H-indazol-3-yl)-5-propyl-4,5,6,7-tetrahydro-3H-imidazo[4,5-c]pyridin-6-yl)methanone CN(C1CN(C1)C(=O)[C@@H]1CC2=C(CN1CCC)NC(=N2)C2=NNC1=CC(=CC=C21)C2=C(C=C(C(=C2)F)O)CC)C